COCOC(C)C=1C=CC(=NC1)C 5-(1-methoxymethoxy-ethyl)-2-methyl-pyridine